C(C)(=O)C=1C(=NC(=CC1)Cl)N1C[C@@H](C[C@@H]1C)C#N (3R,5S)-1-(3-acetyl-6-chloro-2-pyridyl)-5-methyl-pyrrolidine-3-carbonitrile